(5-tert-butyl-benzooxazol-2-yl)acetonitrile C(C)(C)(C)C=1C=CC2=C(N=C(O2)CC#N)C1